5-[7-Chloro-4-(3,3-dimethylpyrrolidin-1-yl)pyrazolo[1,5-a]pyrazin-2-yl]-1H-pyrimidine-2,4-dione ClC1=CN=C(C=2N1N=C(C2)C=2C(NC(NC2)=O)=O)N2CC(CC2)(C)C